2-(2-hexen-1-yl)cyclopentanol C(C=CCCC)C1C(CCC1)O